C(CCCC)C(C(=O)O)C=C 2-Pentyl-3-butenoic acid